2-(4-chlorophenyl-2-methyl-4-hydroxy-3(2H)-furanone-5-yl)-succinimide ClC1=CC=C(C=C1)C1(OC(=C(C1=O)O)C1C(=O)NC(C1)=O)C